ClC=1C=C(C(=C(C=NC(C(CO)=O)CC2=CC=C(C=C2)O)C1)OC(C(C)C)=O)OC(C(C)C)=O 3-(5-chloro-2,3-bisisobutyryloxybenzylidene-amino)-1-hydroxy-4-(4-hydroxyphenyl)-butan-2-one